(((5-(pyridin-2-yl)furan-2-yl)methylene)amino)imidazoline-2,4-dione N1=C(C=CC=C1)C1=CC=C(O1)C=NN1C(NC(C1)=O)=O